(S)-N-(1-(1-((3-azaspiro[5.5]undecan-9-yl)methyl)piperidin-4-yl)-3-(difluoromethyl)-1H-pyrazol-4-yl)-5-(3-hydroxypiperidin-1-yl)pyrazolo[1,5-a]pyrimidine-3-carboxamide C1CNCCC12CCC(CC2)CN2CCC(CC2)N2N=C(C(=C2)NC(=O)C=2C=NN1C2N=C(C=C1)N1C[C@H](CCC1)O)C(F)F